(1R)-1-[(4S)-2,2-dimethyl-1,3-dioxolan-4-yl]ethaneamine CC1(OC[C@@H](O1)[C@@H](C)N)C